CN1C(=N\C(\C2=C1C=NC(=C2)C2(CC(N(CC2)C(C)=O)(C)C)O)=N/[C@H](C)C2=C(C(=CC=C2)C(F)(F)F)C)C 1-(4-((Z)-1,2-dimethyl-4-(((R)-1-(2-methyl-3-(trifluoromethyl)-phenyl)ethyl)imino)-1,4-dihydropyrido[3,4-d]pyrimidin-6-yl)-4-hydroxy-2,2-dimethylpiperidin-1-yl)ethan-1-one